ClC=1C2=C(N=CN1)C(=CS2)C=2C(=NOC2C)C 4-(4-chlorothieno[3,2-d]pyrimidin-7-yl)-3,5-dimethyl-1,2-oxazole